BrC1=NN2C(C(=NC=C2)N2CC(C(C2)(F)F)OCC2CN(CCO2)C)=C1 2-[[1-(2-bromopyrazolo[1,5-a]pyrazin-4-yl)-4,4-difluoro-pyrrolidin-3-yl]oxymethyl]-4-methyl-morpholine